C1(CC1)OC1=C(C=NC=C1)C(=O)NC1=CC(=C(C(=C1)F)OC1=CC=NC2=CC(=C(C=C12)OC)OCCO)F 4-cyclopropoxy-N-(3,5-difluoro-4-((7-(2-hydroxyethoxy)-6-methoxyquinolin-4-yl)oxy)phenyl)pyridine-3-carboxamide